ClC=1C(=CC(=NC1)NC1CCN(CC1)CC=1C=C2CN(C(C2=CC1F)=O)C1C(NC(CC1)=O)=O)C1=NC(=CC=C1)NCC1(CCOCC1)C#N 4-(((5'-chloro-2'-((1-((2-(2,6-dioxopiperidin-3-yl)-6-fluoro-1-oxoisoindolin-5-yl)methyl)piperidin-4-yl)amino)-[2,4'-bipyridin]-6-yl)amino)methyl)tetrahydro-2H-pyran-4-carbonitrile